N-[4-(5-Chloro-1,3-benzoxazol-2-yl)phenyl]pyridin-2-carboxamid ClC=1C=CC2=C(N=C(O2)C2=CC=C(C=C2)NC(=O)C2=NC=CC=C2)C1